ClC1=NC(=NC(=C1)Cl)C1=NOC2=C1CCCC21C(CCCC1)=O 3-(4,6-dichloropyrimidin-2-yl)-5,6-dihydro-4H-spiro[benzo[d]isoxazol-7,1'-cyclohexane]-2'-one